BrC1=CC=C2C(=NC(=NC2=C1F)Cl)N1CCOCC(C1)CCNC(OCC1=CC=CC=C1)=O benzyl (2-(4-(7-bromo-2-chloro-8-fluoroquinazolin-4-yl)-1,4-oxazepan-6-yl)ethyl)carbamate